2,4-bis(trichloromethyl)(piperonyl)-s-triazine ClC(C1=NC(=NC(=N1)C(Cl)(Cl)Cl)CC1=CC=2OCOC2C=C1)(Cl)Cl